C(#N)C=1C=NNC1NC(=O)OC(C)C1=CC=CC=C1 4-cyano-5-(1-phenylethoxycarbonylamino)pyrazol